1-vinyl-pyrrolidon C(=C)N1C(CCC1)=O